FC1(C(N(C2=C(O1)C=C(C(=C2)C2=C(C(=C(C(=C2F)F)F)F)F)F)[C@H](C(=O)NCCC(=O)OC)C)=O)F methyl (S)-3-(2-(2,2,7-trifluoro-3-oxo-6-(perfluorophenyl)-2,3-dihydro-4H-benzo[b][1,4]oxazin-4-yl)propanamido)propanoate